FC1=CC=C(C=C1)NC(=O)SC1=C(CN(N(C1=O)C(=O)OC(C)(C)C)C=1C=NC(=CC1)C(F)(F)F)O tert-butyl 5-((4-fluorophenyl) carbamoylthio)-4-hydroxy-6-oxo-2-(6-(trifluoromethyl) pyridin-3-yl)-2,3-dihydropyridazine-1(6H)-carboxylate